4-(2-fluoro-4-formylphenyl)piperazine-1-carboxylic acid tert-butyl ester C(C)(C)(C)OC(=O)N1CCN(CC1)C1=C(C=C(C=C1)C=O)F